O-(7-azabenzotriazole-1-yl)-1,1,3,3-tetramethyluronium tetrafluoroborate F[B-](F)(F)F.N1(N=NC2=C1N=CC=C2)OC(=[N+](C)C)N(C)C